NC1=C2C(=NC=N1)N(N=C2C=2C=CC(=C(C2)NS(=O)(=O)C)OC)[C@H](C=2C=C1N(C(C2C2=CC=CC=C2)=O)C(=CS1)C)C1CC1 (S)-N-(5-(4-amino-1-(cyclopropyl(3-methyl-5-oxo-6-phenyl-5H-thiazolo[3,2-a]pyridin-7-yl)methyl)-1H-pyrazolo[3,4-d]pyrimidin-3-yl)-2-methoxyphenyl)methanesulfonamide